C(C)(C)(C)OC(=O)N1CCC(CC1)C(C1=CC=C(C=C1)C(F)(F)F)=O.ClC1=CC(=C(N=N1)OCCOC)OC 6-Chloro-4-methoxy-3-(2-methoxyethoxy)pyridazine tert-Butyl-4-[4-(trifluoromethyl)benzoyl]piperidine-1-carboxylate